2-((6aR)-8-acryloyl-4-chloro-1-(2,2-dimethylpyrrolidin-1-yl)-6,6a,7,8,9,10-hexahydro-12H-pyrazino[2,1-c]pyrido[3,4-f][1,4]oxazepin-3-yl)-3-fluorophenol C(C=C)(=O)N1C[C@@H]2COC3=C(CN2CC1)C(=NC(=C3Cl)C3=C(C=CC=C3F)O)N3C(CCC3)(C)C